7-((1R,3s,5S,6r)-6-(1-(2,2-difluoroethyl)-3-(trifluoromethyl)-1H-pyrazol-5-yl)bicyclo[3.1.0]hexan-3-yl)-2-thia-7-azaspiro[3.5]nonane 2,2-dioxide FC(CN1N=C(C=C1C1[C@H]2CC(C[C@@H]12)N1CCC2(CS(C2)(=O)=O)CC1)C(F)(F)F)F